C(#N)C=1C=C2C=CC=C(C2=CC1)C1C(O1)C1=CC=CC=C1 6-cyano-1-(1,2-epoxy-2-phenylethyl)naphthalene